3-Mercaptophenol SC=1C=C(C=CC1)O